(S)-1-(3-(difluoromethyl)-4-fluorophenyl)-5,5-difluoro-3-(thiazol-2-yl)-4,5,6,7-tetrahydro-1H-indol-4-ol FC(C=1C=C(C=CC1F)N1C=C(C=2[C@@H](C(CCC12)(F)F)O)C=1SC=CN1)F